ethylenebis(dithiocarbamic acid) C(CNC(S)=S)NC(S)=S